N-isopropyl-2-oxaspiro[3.3]heptan-6-amine C(C)(C)NC1CC2(COC2)C1